N-Benzylsulfonyl-6-[4-[5-[2-(1-ethyl-5-hydroxypyridine-1-ium-3-yl)ethynyl]pyridine-3-carbonyl]piperazine-1-yl]pyridazine C(C1=CC=CC=C1)S(=O)(=O)N1NC=CC=C1N1CCN(CC1)C(=O)C=1C=NC=C(C1)C#CC=1C=[N+](C=C(C1)O)CC